C(C)(C)(C)OC(=O)N1C(=CC=2C1=NC(=C(C2)C)Cl)C2=C(C=CC=C2)C(F)(F)F 6-chloro-5-methyl-2-(2-(trifluoromethyl)phenyl)-1H-pyrrolo[2,3-b]pyridine-1-carboxylic acid tert-butyl ester